((1s,4s)-4-((7-morpholino-[1,2,4]triazolo[1,5-c]pyrimidin-5-yl)oxy)cyclohexyl)pyrazin-2-amine O1CCN(CC1)C1=CC=2N(C(=N1)OC1CCC(CC1)C=1C(=NC=CN1)N)N=CN2